CC1CCC2=C(C(=C1)C1=CC=C(C=C1)CC1CNCC1)C=CC(=C2)C(=O)OC methyl 7-methyl-9-(4-(pyrrolidin-3-ylmethyl)phenyl)-6,7-dihydro-5H-benzo[7]annulene-3-carboxylate